7-[4-[1-methyl-4-(trifluoromethyl)imidazol-2-yl]phenyl]sulfonyl-2-[2-(trifluoromethyl)phenyl]-5H-pyrrolo[3,2-d]pyrimidine CN1C(=NC(=C1)C(F)(F)F)C1=CC=C(C=C1)S(=O)(=O)C1=CNC2=C1N=C(N=C2)C2=C(C=CC=C2)C(F)(F)F